O[C@H](CC(=O)N[C@@H](C)C1=CC(=CC=C1)OC(F)(F)F)C1(CC1)C(F)(F)F (R)-3-hydroxy-N-((S)-1-(3-(trifluoromethoxy)phenyl)ethyl)-3-(1-(trifluoromethyl)cyclopropyl)propanamide